2,5-dimethoxy-4-iodoamphetamine hydrochloride Cl.COC1=C(CC(N)C)C=C(C(=C1)I)OC